tert-butyl 3-(2,3-dichloro-6-fluorophenyl)-3-((2,3-dimethyl-2H-indazol-6-yl)amino)pyrrolidine-1-carboxylate ClC1=C(C(=CC=C1Cl)F)C1(CN(CC1)C(=O)OC(C)(C)C)NC=1C=CC2=C(N(N=C2C1)C)C